tert-Butyl 5-hydroxy-1,3,4,5-tetrahydro-2-benzazepine-2-carboxylate OC1CCN(CC2=C1C=CC=C2)C(=O)OC(C)(C)C